4-ACETOXYBENZENEBORONIC ACID C(C)(=O)OC1=CC=C(C=C1)B(O)O